S1C=NC2=C1C=C(C=C2)S(=O)(=O)N2CC1=C(C2)CN(C1)C(=O)NCC1=C(C=CC=C1)F 5-(1,3-Benzothiazole-6-sulfonyl)-N-[(2-fluorophenyl)methyl]-1H,2H,3H,4H,5H,6H-pyrrolo[3,4-c]pyrrole-2-carboxamide